C(C1=CC=CC=C1)OC1=C(C=C(C=C1)CCN)OC 2-(4-(benzyloxy)-3-methoxyphenyl)ethanamine